6-Bromo-5-(3-chloro-2-thienyl)-2-methylsulfanyl-thiazolo[4,5-b]pyridine BrC=1C=C2C(=NC1C=1SC=CC1Cl)N=C(S2)SC